CC(C)(C)C=1C=C(C=C(C1O)C(C)(C)C)CN1C(N(C(N(C1=O)CC1=CC(=C(C(=C1)C(C)(C)C)O)C(C)(C)C)=O)CC1=CC(=C(C(=C1)C(C)(C)C)O)C(C)(C)C)=O 1,3,5-tris((3,5-bis(1,1-dimethylethyl)-4-hydroxyphenyl)methyl)-1,3,5-triazine-2,4,6(1h,3h,5h)-trione